OC1=CC(=CC2=C1C(OB2)(C)C)N hydroxy-3,3-dimethyl-2,1-benzoxaborole-6-amine